5-((6-(cyclopropylmethoxy)-2,3-difluorobenzyl)oxy)-2-fluoro-4-methoxyaniline C1(CC1)COC1=CC=C(C(=C1COC=1C(=CC(=C(N)C1)F)OC)F)F